4-morpholinoquinolin-7-ol O1CCN(CC1)C1=CC=NC2=CC(=CC=C12)O